(R)-2-(5-(cyclopropylmethyl)-3-fluoro-2-methoxyphenyl)-2-((R)-3-((5-(4-methoxy-5,6,7,8-tetrahydro-1,8-naphthyridin-2-yl)pentyl)oxy)pyrrolidin-1-yl)acetic acid C1(CC1)CC=1C=C(C(=C(C1)[C@H](C(=O)O)N1C[C@@H](CC1)OCCCCCC1=NC=2NCCCC2C(=C1)OC)OC)F